3-methoxy-1-(2-(4-((6-methoxypyridin-3-yl)oxy)piperidin-1-yl)-3-methyl-5,7-dihydro-6H-pyrrolo[3,4-b]pyridin-6-yl)propan-1-one COCCC(=O)N1CC2=NC(=C(C=C2C1)C)N1CCC(CC1)OC=1C=NC(=CC1)OC